1-methyl-3-propargylimidazolium hexafluorophosphate F[P-](F)(F)(F)(F)F.CN1C=[N+](C=C1)CC#C